C(CCCCCCCC)N(CCN(CCC(=O)OC(C)(C)C)CCCCCCCCC)CCCCCCCCC tert-Butyl 3-((2-(dinonylamino)ethyl)(nonyl)amino)propanoate